(R)-1-(4-(4-(tert-butoxycarbonyl)-2-methylpiperazine-1-carbonyl)piperidin-4-yl)cyclopropanecarboxylic acid C(C)(C)(C)OC(=O)N1C[C@H](N(CC1)C(=O)C1(CCNCC1)C1(CC1)C(=O)O)C